N(=[N+]=[N-])C1=C(COC(=O)NC(C(=O)O)(CCC)NC(=O)OC(C)(C)C)C=CC=C1 (((2-azidobenzyl)oxy)carbonyl)amino-2-((tert-butoxycarbonyl)amino)pentanoic acid